CN1N=NN=C1\C(\C1=CC=CC=C1)=N/OCC1=CC=CC(=N1)NC(OCCC#C)=O But-3-yn-1-yl {6-[({[(Z)-(1-methyl-1H-tetrazol-5-yl)(phenyl)methylene]amino}oxy) methyl]pyridin-2-yl}carbamate